Br.Br.C[NH+](C=1C=CC=2NC3=CC=C(C=C3SC2C1)[NH+](C)C)C N,N,N',N'-tetramethyl-10H-phenothiazine-3,7-diaminium di(hydrobromide)